NC1=C2C(=NC=N1)N(N=C2C2=CC=C(C=C2)OC2=CC=CC=C2)C2CCC(CC2)N2CCN(CC2)C2CN(C2)C=2C=C(C(=CC2F)C(=O)O)C(=O)O 4-(3-(4-((1r,4r)-4-(4-Amino-3-(4-phenoxyphenyl)-1H-pyrazolo[3,4-d]pyrimidin-1-yl)cyclohexyl)piperazin-1-yl)azetidin-1-yl)-5-fluorobenzene-1,2-dicarboxylic acid